FC=1C=CC2=C(CCO2)C1CNC1=NC=C(C=2N1C=NN2)C=2C=1N(C(=CC2)C(C)(C)O)N=C(N1)C 2-(8-(5-(((5-fluoro-2,3-dihydrobenzofuran-4-yl)methyl)amino)-[1,2,4]triazolo[4,3-c]pyrimidin-8-yl)-2-methyl[1,2,4]triazolo[1,5-a]pyridin-5-yl)propan-2-ol